2-Amino-N-(3-(3-cyclopropyl-5-((2-fluoro-4-iodophenyl)amino)-6,8-dimethyl-2,4,7-trioxo-3,4,6,7-tetrahydropyrido[4,3-d]pyrimidin-1(2H)-yl)phenyl)acetamide NCC(=O)NC1=CC(=CC=C1)N1C(N(C(C=2C1=C(C(N(C2NC2=C(C=C(C=C2)I)F)C)=O)C)=O)C2CC2)=O